CCCCC[C@@H](/C=C/C=C\C/C=C\C/C=C\CCCC(=O)O)O 15(S)-hydroxyeicosatetraenoic acid